N=1CCC=2C1N(C=CC2)O pyrrolo[2,3-b]pyridin-7(3H)-ol